(3-oxa-8-azabicyclo[3.2.1]octan-8-yl)(2,6-difluoro-3-(2-(4-(methylsulfonyl)phenyl)furo[3,2-b]pyridin-7-yl)phenyl)methanone C12COCC(CC1)N2C(=O)C2=C(C(=CC=C2F)C2=C1C(=NC=C2)C=C(O1)C1=CC=C(C=C1)S(=O)(=O)C)F